2-(5-isopropyl-1-phenyl-1H-pyrazol-4-yl)acetic acid C(C)(C)C1=C(C=NN1C1=CC=CC=C1)CC(=O)O